C1=NC=CC2=C1OC1=C([C@@H](C2)CN)C=CC=C1 |o1:9| (R*)-(5,6-dihydrobenzo[6,7]oxepino[2,3-c]pyridin-6-yl)methanamine